N1(CCC1)C=1C=C(N=NC1)NC1=CC2=C(N(C=N2)C2=CC=C(C(=N2)N2N=C(C=C2C)C(F)F)C(C)O)C=C1F 1-[6-[5-[[5-(azetidin-1-yl)pyridazin-3-yl]amino]-6-fluoro-benzimidazol-1-yl]-2-[3-(difluoromethyl)-5-methyl-pyrazol-1-yl]-3-pyridyl]ethanol